FC1=CC2=C(B(OC2)OCC(COB2OCC3=C2C=CC(=C3)F)O)C=C1 1,3-bis((5-fluorobenzo[c][1,2]oxaborol-1(3H)-yl)oxy)propan-2-ol